FC1=C(C=C(C(=C1)N1C[C@H](N([C@H](C1)C)C)C)NC(=O)C1=CN(C(C=C1C(F)(F)F)=O)C)C1=CCCNC1 5-[2-Fluoro-5-[[1-methyl-6-oxo-4-(trifluoromethyl)pyridin-3-carbonyl]amino]-4-[(3R,5S)-3,4,5-trimethylpiperazin-1-yl]phenyl]-3,6-dihydro-2H-pyridin